4-(4-pyridyl)-benzaldehyde N1=CC=C(C=C1)C1=CC=C(C=O)C=C1